N-{2-[2-(1-Hydroxycyclopropyl)ethyl]-6-(2-hydroxypropan-2-yl)-2H-indazol-5-yl}-6-(trifluoromethyl)pyridin-2-carboxamid OC1(CC1)CCN1N=C2C=C(C(=CC2=C1)NC(=O)C1=NC(=CC=C1)C(F)(F)F)C(C)(C)O